2-((8S,9R)-5-fluoro-8-(4-fluorophenyl)-9-(1-methyl-1H-1,2,4-triazol-5-yl)-3-oxo-8,9-dihydro-2H-pyrido[4,3,2-de]phthalazin-7(3H)-yl)acetic acid FC=1C=C2C=3C(=NNC(C3C1)=O)[C@@H]([C@H](N2CC(=O)O)C2=CC=C(C=C2)F)C2=NC=NN2C